C([C@@H]1[C@H]([C@@H]([C@H]([C@H](O1)O[C@H]2[C@@H]([C@H](O[C@@]2(CO)O[C@@H]3[C@@H]([C@H]([C@@H]([C@H](O3)CO)O)O)O)CO)O)O)O)O)O Melicitose